C1C=CN2CC=CC12C(=O)[O-] 1H-pyrrolizine-7a(5H)-carboxylate